6-(4-chlorobenzyl)-9-isopropyl-2-(1-methyl-1H-pyrazol-4-yl)-2,6,9-triazaspiro[4.5]decane-7,10-dione ClC1=CC=C(CN2C3(CCN(C3)C=3C=NN(C3)C)C(N(CC2=O)C(C)C)=O)C=C1